C(CCC)OCOCCCC(CC(CC(C)[Li])C)C 8-butyloxymethoxy-1,3,5-trimethyloctyllithium